BrC1=COC(=C1Br)O 3,4-dibromo-5-hydroxyfuran